N-((3R,5R)-1-Cyano-5-(methoxymethyl)pyrrolidin-3-yl)-5-(3-(trifluoromethyl)phenyl)-1,3,4-oxadiazole-2-carboxamide C(#N)N1C[C@@H](C[C@@H]1COC)NC(=O)C=1OC(=NN1)C1=CC(=CC=C1)C(F)(F)F